C(=O)(OC(C)(C)C)[N-]C(=O)OC(C)(C)C BOC(tert-butyloxycarbonyl)amide